methyl 5-[3-[1-methyl-3-(trifluoromethyl)pyrazol-4-yl]pyrazolo[1,5-a]pyridin-5-yl]furan-3-carboxylate CN1N=C(C(=C1)C=1C=NN2C1C=C(C=C2)C2=CC(=CO2)C(=O)OC)C(F)(F)F